O=C(CCN(CCC(=O)NCCCCCCCCCC)CCN(CCNCCN(CCC(=O)NCCCCCCCCCC)CCC(=O)NCCCCCCCCCCC)CCC(=O)NCCCCCCCCCCC)NCCCCCCCCCCC 4,7,13-tris(3-oxo-3-(undecylamino)propyl)-N1,N16-didecyl-4,7,10,13-tetrazahexadecane-1,16-diamide